C=CC=CC=CCCCCC 1,3,5-undecanetriene